2-((1r,4r)-4-((4-(6-(2,6-dioxopiperidin-3-yl)pyridin-3-yl)piperazin-1-yl)methyl)cyclohexyl)-N-(imidazo[1,2-b]pyridazin-3-yl)-6-methoxy-2H-indazole-5-carboxamide O=C1NC(CCC1C1=CC=C(C=N1)N1CCN(CC1)CC1CCC(CC1)N1N=C2C=C(C(=CC2=C1)C(=O)NC1=CN=C2N1N=CC=C2)OC)=O